2,3,4,5,6-pentafluorophenyl 5-[(diethoxyphosphoryl) difluoromethyl]-1-benzothiophene-2-carboxylate C(C)OP(=O)(OCC)C(C=1C=CC2=C(C=C(S2)C(=O)OC2=C(C(=C(C(=C2F)F)F)F)F)C1)(F)F